BrC1=CC=C(C=C1)C1CCN(CC1)C1CC(C1)O 3-(4-(4-bromophenyl)piperidin-1-yl)cyclobutan-1-ol